(2S)-2-[[(2S)-2-[[2-(2-azidoethoxy)acetyl]amino]-3-methyl-butanoyl]amino]-N-[4-(bromomethyl)phenyl]-5-ureido-pentanamide N(=[N+]=[N-])CCOCC(=O)N[C@H](C(=O)N[C@H](C(=O)NC1=CC=C(C=C1)CBr)CCCNC(=O)N)C(C)C